O[C@@H](CN1C[C@@H](CCC1)COC1=NC(=C(C=2N1C=CN2)C=2C=C1C(=NC2)N(N=C1)C)C1=CC=C(C#N)C=C1)C 4-[5-({(3R)-1-[(2R)-2-hydroxypropyl]piperidin-3-yl}methoxy)-8-(1-methyl-1H-pyrazolo[3,4-b]pyridin-5-yl)imidazo[1,2-c]pyrimidin-7-yl]benzonitrile